BrC=1C(=CC(=C(OCCOS(=O)(=O)C2=CC=C(C=C2)C)C1)C=O)OC 2-(5-bromo-2-formyl-4-methoxyphenoxy)ethyl-4-methylbenzenesulfonate